1,1'-(2,6-Dimethyl-4-(thieno[2,3-b]pyridin-3-yl)-1,4-dihydropyridin-3,5-diyl)bis(ethan-1-on) CC=1NC(=C(C(C1C(C)=O)C1=CSC2=NC=CC=C21)C(C)=O)C